5-(4,4-difluoropiperidin-3-yl)-1-(2,2,2-trifluoroethyl)pyridin-2(1H)-one FC1(C(CNCC1)C=1C=CC(N(C1)CC(F)(F)F)=O)F